C(C)(C)(C)OC(N[C@@H](CC1=C(C=C(C=C1)C=1C=CC2=C(N(C(O2)=O)C)C1)F)C#N)=O (S)-tert-butyl(1-cyano-2-(2-fluoro-4-(3-methyl-2-oxo-2,3-dihydro benzo[d]oxazol-5-yl)phenyl)ethyl)carbamate